C(#N)C1=CC(=C(COC2=CC=CC(=N2)N2N=C3C(=C2)CN(C3)CC3=NC=2C(=NC(=CC2)C(=O)OC)N3CCOC)C=C1)F methyl 2-((2-(6-((4-cyano-2-fluorobenzyl)oxy)pyridin-2-yl)-2,6-dihydropyrrolo[3,4-c]pyrazol-5(4H)-yl)methyl)-3-(2-methoxyethyl)-3H-imidazo[4,5-b]pyridine-5-carboxylate